C(C)(C)OC1CC(C1)=O 3-isopropoxycyclobutanone